S(=O)(O)S(=O)O.[Na] sodium dithionous acid